4-diethylphosphinothiotetrahydrothiophene-1,1-dioxide C(C)P(SC1CCS(C1)(=O)=O)CC